2-fluoro-4-iodo-3-methylpyridine FC1=NC=CC(=C1C)I